(R)-2-((9-ethyl-6-(((S)-1-((2-methoxyethyl)sulfonyl)pyrrolidin-3-yl)amino)-9H-purin-2-yl)amino)-3-methylbutan-1-ol C(C)N1C2=NC(=NC(=C2N=C1)N[C@@H]1CN(CC1)S(=O)(=O)CCOC)N[C@@H](CO)C(C)C